C(C)(C)N1CC(C1)C(=O)NC=1C=C(C(=NC1)C)C=1N2C(SC1C=1C=NN(C1)CCOC)=C(C=N2)C(=O)N (5-(1-isopropylazetidine-3-carboxamido)-2-methylpyridin-3-yl)-2-(1-(2-methoxyethyl)-1H-pyrazol-4-yl)pyrazolo[5,1-b]thiazole-7-carboxamide